bisbenzoyldimethyl-germanium C(C1=CC=CC=C1)(=O)[Ge](C)(C)C(C1=CC=CC=C1)=O